α-dl-ribose O[C@@H]1[C@H](O)[C@H](O)[C@H](O1)CO |&1:2,4,6|